5-(5-fluoro-3-methoxypyridin-2-yl)-1-methylpyrrole-3-carboxamide FC=1C=C(C(=NC1)C1=CC(=CN1C)C(=O)N)OC